(4-bromo-6-fluoro-1-methylindol-5-yl)(2-chloro-5-fluorophenyl)methanol BrC1=C2C=CN(C2=CC(=C1C(O)C1=C(C=CC(=C1)F)Cl)F)C